2-[1-(trifluoromethyl)cyclopropyl]-1H-benzimidazol-5-amine FC(C1(CC1)C1=NC2=C(N1)C=CC(=C2)N)(F)F